[Si](C)(C)(C(C)(C)C)OC=1C=C(C2=CC=CC=C2C1)C1=C(C=2N=C(N=C(C2C=N1)N1C[C@H]2CC[C@@H](C1)N2C(=O)OC(C)(C)C)SC)F tert-butyl (1R,5S)-3-(7-(3-((tert-butyldimethylsilyl)oxy)naphthalen-1-yl)-8-fluoro-2-(methylthio)pyrido[4,3-d]pyrimidin-4-yl)-3,8-diazabicyclo[3.2.1]octane-8-carboxylate